CC1NC(CC2=C1NC1=CC=CC=C21)C(=O)N 1-methyl-2,3,4,9-tetrahydropyrido[3,4-b]indole-3-carboxamide